CN(C)C[Si](C1=CC=C(C=C1)C(=C)C1=CC=CC=C1)(C)C 1-[4-(dimethylaminomethyldimethylsilyl)phenyl]-1-phenylethylene